C(CCCCCCCC)(=O)OCCCCCCCCCCCCCCCCC heptadecyl pelargonate